(4S)-4-Phenyl-N-[(3S)-4-oxo-5-(trideuteriomethyl)-2,3-dihydropyrido[3,2-b][1,4]oxazepin-3-yl]-6,7-dihydro-4H-pyrazolo[5,1-c][1,4]oxazin-2-carboxamid C1(=CC=CC=C1)[C@@H]1OCCN2C1=CC(=N2)C(=O)N[C@@H]2C(N(C1=C(OC2)C=CC=N1)C([2H])([2H])[2H])=O